ClC=1C=C(C=CC1F)NC=1C2=C(N=CN1)C=CC(=N2)N2CC1(CCN1C(=O)OC(C)(C)C)C2 tert-Butyl 6-(4-((3-chloro-4-fluorophenyl)amino)pyrido[3,2-d]pyrimidin-6-yl)-1,6-diazaspiro[3.3]heptane-1-carboxylate